5-oxo-2,3,11,11a-tetrahydro-1H-benzo[e]pyrrolo[1,2-a][1,4]diazepin-10(5H)-carboxylate O=C1C2=C(N(CC3N1CCC3)C(=O)[O-])C=CC=C2